Methyl 4-((1-acetylpiperidin-4-yl) methoxy)-2-amino-6-fluorobenzoate C(C)(=O)N1CCC(CC1)COC1=CC(=C(C(=O)OC)C(=C1)F)N